5-(1-(3,5-difluoro-4-hydroxybenzyl)-4-hydroxypiperidin-4-yl)-2-(2,6-dioxopiperidin-3-yl)isoindoline-1,3-dione FC=1C=C(CN2CCC(CC2)(O)C=2C=C3C(N(C(C3=CC2)=O)C2C(NC(CC2)=O)=O)=O)C=C(C1O)F